FC(OC1=CC=C(C=C1)NN=C(C#N)C#N)(F)F carbonyl cyanide-p-trifluoromethoxy-phenylhydrazone